(S)-5-(8-(4-(3-(difluoromethyl)-4-fluorophenoxy)-3,3-difluoropyrrolidin-1-yl)imidazo[1,2-b]pyridazin-6-yl)pyrimidine-2,4(1H,3H)-dione FC(C=1C=C(O[C@@H]2C(CN(C2)C=2C=3N(N=C(C2)C=2C(NC(NC2)=O)=O)C=CN3)(F)F)C=CC1F)F